3-(4,6-dichloropyrimidin-2-yl)oxetan-3-ol ClC1=NC(=NC(=C1)Cl)C1(COC1)O